7-Bromo-N-{4-[(tert-butyldiphenylsilyl)oxy]-3-hydroxybutyl}-6-chloro-N-(2,2-difluoroethyl)-5,8-difluoro-2-(methylsulfanyl)quinazolin-4-amine BrC1=C(C(=C2C(=NC(=NC2=C1F)SC)N(CC(F)F)CCC(CO[Si](C1=CC=CC=C1)(C1=CC=CC=C1)C(C)(C)C)O)F)Cl